ClC=1C=C2C=C(C(NC2=CC1)=O)[C@H](C)NC=1C(N(C(=CC1)N1N=NN=C1)C)=O 6-chloro-3-[(1S)-1-{[1-methyl-2-oxo-6-(1H-1,2,3,4-tetrazol-1-yl)-1,2-dihydropyridin-3-yl]amino}ethyl]-1,2-dihydroquinolin-2-one